The molecule is a cobalt corrinoid that is cob(III)yrinic acid a,c-diamide having a 5'-adenosyl group attached to the central cobalt atom. It has a role as a mouse metabolite. It derives from a cob(III)yrinic acid a,c diamide. It is a conjugate acid of an adenosylcob(III)yrinate a,c-diamide(4-). C/C/1=C/2\\[C@@]([C@@H](C(=N2)/C=C\\3/C([C@@H](C(=N3)/C(=C\\4/[C@]([C@H]([C@@H]([N-]4)[C@]5([C@@]([C@@H](C1=N5)CCC(=O)O)(C)CC(=O)N)C)CC(=O)O)(C)CCC(=O)O)/C)CCC(=O)O)(C)C)CCC(=O)O)(C)CC(=O)N.[CH2-][C@@H]1[C@H]([C@H]([C@@H](O1)N2C=NC3=C(N=CN=C32)N)O)O.[Co+3]